C(C#C)N1NNC=C1 N-prop-2-ynyl-3H-triazole